5,8-dibromo-2,3-dimethylpyrido[3,4-b]pyrazine BrC1=NC=C(C=2C1=NC(=C(N2)C)C)Br